2,7-diacetylthioanthracene C(C)(=O)SC1=CC2=CC3=CC(=CC=C3C=C2C=C1)SC(C)=O